C(#N)C1=C(OC2=CC=C3N=CC(=NC3=C2)[C@@H]2COC3(C2)CCNCC3)C(=CC=C1NS(N(C)CC)(=O)=O)F (3R)-3-[7-[2-Cyano-3-[[ethyl(methyl)sulfamoyl]amino]-6-fluoro-phenoxy]quinoxalin-2-yl]-1-oxa-8-azaspiro[4.5]decane